FC=1C=CC=C(C(=O)N(C2=CC=CC=C2)C2=CC=CC=C2)C1 5-fluoro-N,N-diphenylbenzamide